C(C)(C)C=1N(C=CC1C(=O)O)C[C@H]1[C@@H](C1)C1=CC=CC=C1 2-Isopropyl-1-(((trans)-2-phenylcyclopropyl)methyl)-1H-pyrrole-3-carboxylic acid